5-chloro-1'-[[1-[3-hydroxy-2-(hydroxymethyl)-2-methyl-propyl]pyrazol-4-yl]methyl]spiro[1H-isobenzofuran-3,4'-piperidine]-1-carboxamide ClC=1C=C2C(=CC1)C(OC21CCN(CC1)CC=1C=NN(C1)CC(CO)(C)CO)C(=O)N